O=C1NCCN(C[C@H]1NC1=NC=2C=CC=CC2C=2N1N=C(N2)C2=C(C=CC=C2)OC(F)(F)F)C(=O)OCC2=CC=CC=C2 Benzyl (6R)-5-oxo-6-({2-[2-(trifluoromethoxy)phenyl][1,2,4]triazolo[1,5-c]quinazolin-5-yl}amino)-1,4-diazepane-1-carboxylate